Cl.Cl.C1(CC1)CN(C1CCNCC1)C1=CC=CC=C1 N-(Cyclopropylmethyl)-N-phenyl-piperidin-4-amine hydrochloride HCl